[C@@H]12CN(C[C@@H](N1)C2)C2=NC(=NC1=C(C(=CC=C21)C2=CC(=CC1=CC=CC=C21)O)F)OC[C@H]2N(C[C@@H](C2)F)C 4-(4-((1R,5S)-3,6-diazabicyclo[3.1.1]heptan-3-yl)-8-fluoro-2-(((2S,4R)-4-fluoro-1-methylpyrrolidin-2-yl)methoxy)quinazolin-7-yl)naphthalen-2-ol